[O-2].[Nb+5].[Ta+5].[O-2].[O-2].[O-2].[O-2] tantalum-niobium oxide